O1CC(CC1)=CC(C)(S(=O)N)C (dihydrofuran-3(2H)-ylidene)-2-methylpropane-2-sulfinamide